C1(=CC=CC=C1)N1N=C(C(=C1)C(=O)C1=CC2=CC=CC=C2C=C1)C(=O)C1=CC2=CC=CC=C2C=C1 (1-phenyl-1H-pyrazole-3,4-diyl)bis(naphthalen-2-ylmethanone)